5-bromo-3-((4-bromophenyl)sulfinyl)-1H-indole BrC=1C=C2C(=CNC2=CC1)S(=O)C1=CC=C(C=C1)Br